C(C1=CC=CC=C1)N1N=C(C(=C1)C1=C(C=C(C=C1)NC([C@H](C(C1=CC=CC=C1)C1=CC=CC=C1)NC(OC(C)(C)C)=O)=O)F)C tert-butyl (S)-(1-((4-(1-benzyl-3-methyl-1H-pyrazol-4-yl)-3-fluorophenyl)amino)-1-oxo-3,3-diphenylpropan-2-yl)carbamate